((CHLOROMETHYL)PHENYLETHYL)TRIMETHOXYSILANE ClCC(C[Si](OC)(OC)OC)C1=CC=CC=C1